tert-butyl 4-(4-(3-amino-6-(2-(methoxymethoxy)phenyl)pyridazin-4-yl)-5-methyl-1H-pyrazol-1-yl)piperidine-1-carboxylate NC=1N=NC(=CC1C=1C=NN(C1C)C1CCN(CC1)C(=O)OC(C)(C)C)C1=C(C=CC=C1)OCOC